FC(C(=O)[O-])(F)F.C[NH+]1[C@@H](CCC1)CN(S(N)(=O)=O)C=1C=NN(C1)C (2S)-1-Methyl-2-{[(1-methyl-1H-pyrazol-4-yl)(sulfamoyl)amino]methyl}pyrrolidin-1-ium trifluoroacetate